trichloromethyl (S)-1-(3-(1-(2,2-difluorobenzo[d][1,3]dioxol-5-yl) ethoxy) phenyl)-3-(trifluoromethyl)-1,4,5,6-tetrahydro-7H-pyrazolo[3,4-b]pyridine-7-carboxylate FC1(OC2=C(O1)C=CC(=C2)[C@H](C)OC=2C=C(C=CC2)N2N=C(C1=C2N(CCC1)C(=O)OC(Cl)(Cl)Cl)C(F)(F)F)F